[C@H]12CN(C[C@H](CC1)N2)C2=NC(=NC1=C(C(=CC=C21)C=2C(=C(N)C=C(C2)F)Cl)F)OC[C@]21CCCN1C[C@@H](C2)F 3-(4-((1R,5S)-3,8-diazabicyclo[3.2.1]octan-3-yl)-8-fluoro-2-(((2R,7aS)-2-fluorotetrahydro-1H-pyrrolizin-7a(5H)-yl)methoxy)quinazolin-7-yl)-2-chloro-5-fluoroaniline